(2E)-1-(2,4,4-Trimethylcyclohex-2-en-1-yl)but-2-en-1-one CC=1C(CCC(C1)(C)C)C(\C=C\C)=O